methyl (2S)-2-[2-(1,1-difluoropropyl)-4-ethenylphenoxy]propanoate FC(CC)(F)C1=C(O[C@H](C(=O)OC)C)C=CC(=C1)C=C